((4-(5-amino-1,3,4-oxadiazol-2-yl)-2-methoxyphenyl)amino)-9-cyclopentyl-7,7-difluoro-5-methyl-5,7,8,9-tetrahydro-6H-pyrimido[4,5-b][1,4]diazepin-6-one NC1=NN=C(O1)C1=CC(=C(C=C1)NC=1N=CC2=C(N(CC(C(N2C)=O)(F)F)C2CCCC2)N1)OC